N-[(R)-[5-chloro-4-fluoro-2-(prop-2-en-1-yloxy)phenyl](piperidin-4-yl)methyl]2-methylpropane-2-sulfinamide ClC=1C(=CC(=C(C1)[C@H](NS(=O)C(C)(C)C)C1CCNCC1)OCC=C)F